(R)-N-benzyl-N-[(R)-cyclopropyl-[(2S)-3,4-dihydro-2H-pyran-2-yl]methyl]-2-methyl-propane-2-sulfinamide C(C1=CC=CC=C1)N([S@](=O)C(C)(C)C)[C@@H]([C@H]1OC=CCC1)C1CC1